C[C@@]12C[C@H](N([C@H]2C1)C(CNC(CCCOC1=CC=CC=C1)=O)=O)C(=O)NC1(CC1)C1=CC=C2CCNCC2=C1 (1S,3S,5S)-5-methyl-2-((4-phenoxybutanoyl)glycyl)-N-(1-(1,2,3,4-tetrahydroisoquinolin-7-yl)cyclopropyl)-2-azabicyclo[3.1.0]hexane-3-carboxamide